C(C)(C)(CC(C)(C)C)C1(CC(=C(C=C1)O)CC1=C(C(=CC=C1)C(C)(C)C)O)C 4-tert-octyl-6'-tert-butyl-4-Methyl-2,2'-methylenebisphenol